2-(3-cyclopropyl-4-nitrophenoxymethyl)pyridine C1(CC1)C=1C=C(OCC2=NC=CC=C2)C=CC1[N+](=O)[O-]